O[C@H](CN1CCC(CC1)NC1=C2C=C(N(C2=CC=C1)CC(F)(F)F)C#CCNC1=C(C=C(C(=O)NC)C=C1)OC)COC 4-({3-[4-({1-[(2R)-2-hydroxy-3-methoxypropyl]piperidin-4-yl}amino)-1-(2,2,2-trifluoroethyl)-1H-indol-2-yl]prop-2-yn-1-yl}amino)-3-methoxy-N-methylbenzamide